2-[4-[[[6-[cyclopropyl-[1-[6-(trifluoromethyl)-3-pyridyl]ethyl]amino]-5-fluoro-pyrimidin-4-yl]amino]methyl]phenyl]acetamide C1(CC1)N(C1=C(C(=NC=N1)NCC1=CC=C(C=C1)CC(=O)N)F)C(C)C=1C=NC(=CC1)C(F)(F)F